C12C=CC(C(C1)CN1C[C@@H]3[C@H](C1)CC(C3)COC=3N=NC(=CC3)C=3N(N=CC3C)C)C2 (3aR,6aS)-2-(5-bicyclo[2.2.1]hept-2-enylmethyl)-5-[[6-(2,4-dimethylpyrazol-3-yl)pyridazin-3-yl]oxymethyl]-3,3a,4,5,6,6a-hexahydro-1H-cyclopenta[c]pyrrole